tert-Butyl 3-((4-bromo-2-chlorobenzoyl)amino)azetidine-1-carboxylate BrC1=CC(=C(C(=O)NC2CN(C2)C(=O)OC(C)(C)C)C=C1)Cl